FC(C=1C(=C(C=CC1)[C@@H](C)NC1=C(C(=NC(=N1)OC)C(C(=O)NC=1C=NC=CC1)C)C1OCCO1)F)F 2-(6-(((R)-1-(3-(difluoromethyl)-2-fluorophenyl)ethyl)amino)-5-(1,3-dioxolan-2-yl)-2-methoxypyrimidin-4-yl)-N-(pyridin-3-yl)propanamide